C(#N)N=C(NCCCCCCC1CN(CC1)C(=O)C1NCCC1)NC1=C(C=NC=C1)F 2-cyano-1-(6-(1-(2-pyrrolidinylformyl)pyrrolidin-3-yl)hexyl)-3-(3-fluoro-4-pyridinyl)guanidine